O=C1N(CCC(N1)=O)N1C(C2=CC=C(C=C2C1=O)CN1CC(C1)=C1C=COC2=CC(=CC=C12)F)=O 2-(2,4-dioxotetrahydropyrimidin-1(2H)-yl)-5-((3-(7-fluorochromene-4-ylidene)azetidin-1-yl)methyl)isoindoline-1,3-dione